FC(C=1NC(=CN1)C=O)(F)F 2-(TRIFLUOROMETHYL)-1H-IMIDAZOLE-5-CARBALDEHYDE